2-[(2E)-2-(aminomethyl)-3-fluoroprop-2-en-1-yl]-4-{4-methyl-5-[4-(1H-1,2,4-triazol-3-yl)phenyl]pyridin-2-yl}-2,4-dihydro-3H-1,2,4-triazol-3-one NC/C(/CN1N=CN(C1=O)C1=NC=C(C(=C1)C)C1=CC=C(C=C1)C1=NNC=N1)=C\F